OCCCC(=O)O β-hydroxymethylpropionic acid